C1(CC1)N1C(=NC2=C1C=CC(=C2)F)NC=2OC1=C(N2)C=C(C=C1)CO (2-((1-cyclopropyl-5-fluoro-1H-benzo[d]imidazol-2-yl)amino)benzo[d]oxazol-5-yl)methanol